FC1=C(C=CC=2N=CSC21)C=2C=C1C(=NC2)N(N=C1NC(CC(C)(C)C)=O)CCC(C)(C)O N-(5-(7-fluorobenzo[d]thiazol-6-yl)-1-(3-hydroxy-3-methylbutyl)-1H-pyrazolo[3,4-b]pyridin-3-yl)-3,3-dimethylbutanamide